C(C)(=O)O[C@@H]1O[C@]([C@H]([C@H]1OC(C)=O)OCC1=CC=CC=C1)(C)COCC1=CC=CC=C1 (2S,3R,4S,5R)-4-(benzyloxy)-5-((benzyloxy) methyl)-5-methyltetrahydrofuran-2,3-diyl diacetate